1-(2-chlorophenyl)-(S)-2-hydroxypropyl-(S)-1-isopropyl carbamate C(N)(O[C@](CC[C@H](C)O)(C)C1=C(C=CC=C1)Cl)=O